C(C)P([O-])(=O)CC.[Al+3].C(C)P([O-])(=O)CC.C(C)P([O-])(=O)CC aluminum diethylphosphinate salt